dichloro-bipyridyl ruthenium (II) [Ru+2].ClC1=C(C(=NC=C1)C1=NC=CC=C1)Cl